tert-Butyl 3-(3-hydroxy-4-nitrophenyl)-3,8-diazabicyclo[3.2.1]octane-8-carboxylate OC=1C=C(C=CC1[N+](=O)[O-])N1CC2CCC(C1)N2C(=O)OC(C)(C)C